[Si](C1=CC=CC=C1)(C1=CC=CC=C1)(C(C)(C)C)OCC[C@H](C)O (2S)-4-[tert-butyl(diphenyl)silyl]oxybutan-2-ol